O(O)O.[Al] Aluminium Oxyhydroxid